ClC=1C=CC(=NC1)SC=1C=2N(C=C(C1)C=1C=NN(C1)[C@@H]1CN(CCC1)C(=O)[O-])N=CC2C#N (3S)-3-[4-[4-[(5-chloro-2-pyridyl)sulfanyl]-3-cyano-pyrazolo[1,5-a]pyridin-6-yl]pyrazol-1-yl]piperidine-1-carboxylate